N1=C(C=CC=C1)CN1N=C(N=C1)C(=O)O 1-(2-pyridylmethyl)-1,2,4-triazole-3-carboxylic acid